FC(C(=O)O)(C(C(C(C(=O)O)(F)F)(F)F)(F)F)F 2,2,3,3,4,4,5,5-octafluoroadipic acid